C(C)OC(=O)[C@@H]1[C@H](C1)C(C)C (1S,2R)-2-isopropylcyclopropanecarboxylic acid ethyl ester